Cl.[Si](C)(C)(C(C)(C)C)OCCCCN 4-((tert-butyldimethylsilyl)oxy)butane-1-amine hydrochloride